(2-chloro-3,4-dihydroxyphenyl)ethane-1-one O-(3-(5-ethyl-1,2,4-oxadiazol-3-yl)benzyl) oxime C(C)C1=NC(=NO1)C=1C=C(CON=C(C)C2=C(C(=C(C=C2)O)O)Cl)C=CC1